(3-ethyl-2,6-dioxo-1-propyl-8-(1-(3-(trifluoromethyl)benzyl)-1H-pyrazol-4-yl)-1,2,3,6-tetrahydro-7H-purin-7-yl)methyl isonicotinate C(C1=CC=NC=C1)(=O)OCN1C(=NC=2N(C(N(C(C12)=O)CCC)=O)CC)C=1C=NN(C1)CC1=CC(=CC=C1)C(F)(F)F